[Au].[Cu].[Au] gold-copper gold